N-(3-(9H-carbazol-9-yl-d8)phenyl)-[1,1':3',1''-terphenyl]-2,2'',3,3'',4,4,5,5'',6,6''-d10-5'-amine C1(=C(C(=C(C=2C3=C(C(=C(C(=C3N(C12)C=1C=C(C=CC1)NC=1C=C(C=C(C1)C1=C(C(C(C(=C1[2H])[2H])([2H])[2H])[2H])[2H])C1=C(C(=CC(=C1[2H])[2H])[2H])[2H])[2H])[2H])[2H])[2H])[2H])[2H])[2H])[2H]